(1-[bis(dimethylamino)methylene]methylene)-1H-1,2,3-triazolo[4,5-b]Pyridinium 3-oxide hexafluorophosphate F[P-](F)(F)(F)(F)F.CN(C)C(=C=[N+]1N=[N+](C2=NC=CC=C21)[O-])N(C)C